C(#N)C1=C(CC2(C(N(C=C2)C)C)C(=O)NC=2C=C3C=NN(C3=CC2)C2OCCCC2)C=CC=C1 3-(2-cyanobenzyl)-1,2-di-methyl-N3-(1-tetrahydro-2H-pyran-2-yl-1H-indazol-5-yl)-1H-pyrrole-3-carboxamide